5-fluoro-4-(3-oxo-5,6,7,8-tetrahydro[1,2,4]triazolo[4,3-a]pyridin-2(3H)-yl)-2-{[(2R)-1,1,1-trifluoropropan-2-yl]oxy}benzoic acid FC=1C(=CC(=C(C(=O)O)C1)O[C@@H](C(F)(F)F)C)N1N=C2N(CCCC2)C1=O